N-(1-cyanocyclopropyl)-1-((1,3-dihydroisobenzofuran-5-yl)methyl)-3-((1-methyl-1H-pyrazol-4-yl)methyl)-2,4-dioxo-1,2,3,4-tetrahydrothieno[2,3-d]pyrimidine-6-sulfonamide C(#N)C1(CC1)NS(=O)(=O)C1=CC2=C(N(C(N(C2=O)CC=2C=NN(C2)C)=O)CC=2C=C3COCC3=CC2)S1